O=C1N(CC(N1C12CCC(CC1)(C2)OC=2C1=C(N=CN2)NC=C1)=O)C=1C=NC=C(C#N)C1 5-{2,4-dioxo-3-[4-(7H-pyrrolo[2,3-d]pyrimidin-4-yloxy)bicyclo[2.2.1]hept-1-yl]-1-imidazolidinyl}nicotinonitrile